2-[2-[4-fluoro-2-(2-methyl-5-pyridin-2-ylpyrazol-3-yl)oxyphenyl]pyrimidin-5-yl]ethanamine FC1=CC(=C(C=C1)C1=NC=C(C=N1)CCN)OC=1N(N=C(C1)C1=NC=CC=C1)C